1-(1-hexadecyl)-3-octylimidazolium C(CCCCCCCCCCCCCCC)N1C=[N+](C=C1)CCCCCCCC